3-(4-Chloro-phenyl)-adamantane-1-carboxylic acid [1-(4-chloro-phenyl)-ethyl]-amide ClC1=CC=C(C=C1)C(C)NC(=O)C12CC3(CC(CC(C1)C3)C2)C2=CC=C(C=C2)Cl